O=C1NC2=CC=C(C=C2C1)C(=O)NCC(F)(F)F 2-oxo-N-(2,2,2-trifluoroethyl)indoline-5-carboxamide